CO[C@H]1CN(CC1)C(CNC(=O)C1=CC2=C(N(C=N2)C)C=C1)=O methyl-1H-benzoimidazole-5-carboxylic acid [2-((R)-3-methoxy-pyrrolidin-1-yl)-2-oxo-ethyl]-amide